C(C)(C)(C)C1=NNC(=C1)C(=O)[C@](N)(CC(C)(C)C)C(=O)N[C@@H](C[C@H]1C(NCC1)=O)C#N 2-[(3-tert-butyl-1H-pyrazol-5-yl)carbonyl]-N-{(1S)-1-cyano-2-[(3S)-2-oxopyrrolidin-3-yl]ethyl}-4-methyl-L-leucinamide